ICCCC1(CC1)C(=O)OC(C)(C)C tert-butyl 1-(3-iodopropyl)-cyclopropane-1-carboxylate